C12(CC(C1)C2)N2CC(N(S(C1=C2C=C(C(=C1)O\C=C(\C(=O)OCC)/F)SC)(=O)=O)C)COCC ethyl (Z)-3-((5-(bicyclo[1.1.1]pentan-1-yl)-3-(ethoxymethyl)-2-methyl-7-(methylthio)-1,1-dioxido-2,3,4,5-tetrahydrobenzo[f][1,2,5]thiadiazepin-8-yl)oxy)-2-fluoroacrylate